tert-butyl N-[(1S)-1-(hydroxymethyl)propyl]-N-methyl-carbamate OC[C@H](CC)N(C(OC(C)(C)C)=O)C